tripropylene glycol methyl ether COC(C)COC(C)COC(C)CO